tris-(hydroxypropyltriazolyl)-methylamine OCCCC1=C(N=NN1)C(N)(C=1N=NNC1CCCO)C=1N=NNC1CCCO